C(C)(C)(C)C=1C=C(C=C(C1O)C(C)(C)C)CCC(=O)OCCCCCCCC octyl 3-(3,5-di-tert-butyl-4-hydroxyphenyl)propanoate